N1C=NC=2C1=CC=1C=CN=CC1C2 1H-imidazo[4,5-g]isoquinoline